3-(2,6-dichloro-3,5-dimethoxyphenyl)-1-(piperidin-4-yl)-7-(pyridin-2-ylamino)-3,4-dihydropyrimido[4,5-d]pyrimidin-2(1H)-one ClC1=C(C(=C(C=C1OC)OC)Cl)N1C(N(C2=NC(=NC=C2C1)NC1=NC=CC=C1)C1CCNCC1)=O